(R)-1-(2-methyl-4-(3-((6-(trifluoromethyl)pyridin-3-yl)amino)pyrazin-2-yl)piperazin-1-yl)prop-2-en-1-one C[C@H]1N(CCN(C1)C1=NC=CN=C1NC=1C=NC(=CC1)C(F)(F)F)C(C=C)=O